(9H-fluoren-9-yl)methyl-6-isobutyl-8-(2-methylbutyl)-4,7-dioxohexahydro-2H-pyrazino[1,2-a]pyrimidine C1=CC=CC=2C3=CC=CC=C3C(C12)CN1C2N(C(CC1)=O)C(C(N(C2)CC(CC)C)=O)CC(C)C